(S)-2-hydroxy-2-methyl-3-(methylsulfonyl)propionic acid methyl ester COC([C@](CS(=O)(=O)C)(C)O)=O